ClC=1C=C(C=CC1F)NC1=NC=NC2=CC(=C(C=C12)NC(C=CCN(C)CCOC)=O)OCC1CC1 4-[(3-chloro-4-fluorophenyl)amino]-6-({4-[N-(2-methoxy-ethyl)-N-methyl-amino]-1-oxo-2-buten-1-yl}amino)-7-cyclopropylmethoxy-quinazoline